1-(3-(trifluoromethyl)phenyl)propane-1,2-dione FC(C=1C=C(C=CC1)C(C(C)=O)=O)(F)F